[C@@H]12N(C[C@@H](CC1)C2)CC(=O)NC2=CC(=C(C(=C2)C)C=2C=C1C(=CN2)NN=C1C=1C=NN(C1)C)F 2-((1R,4S)-2-Azabicyclo[2.2.1]heptan-2-yl)-N-(3-fluoro-5-methyl-4-(3-(1-methyl-1H-pyrazol-4-yl)-1H-pyrazolo[3,4-c]pyridin-5-yl)phenyl)acetamide